OP1(OCC([C@H](O1)C1=CC=CC=C1)(C)C)=O (4R)-2-hydroxy-5,5-dimethyl-4-phenyl-1,3,2λ5-dioxaphosphine 2-oxide